2-methyl-pyrazine 1-oxide CC1=[N+](C=CN=C1)[O-]